NCC1(CN(C1)C(C1=CC=CC=C1)C1=CC=CC=C1)O 3-(aminomethyl)-1-(diphenylmethyl)azetidin-3-ol